3-chloro-N-(4-(5-(difluoromethyl)-1,3,4-oxadiazol-2-yl)-2-fluorobenzyl)-4-fluoroaniline ClC=1C=C(NCC2=C(C=C(C=C2)C=2OC(=NN2)C(F)F)F)C=CC1F